1,1-dibromo-formaldoxime BrC(=NO)Br